6-[4-(piperidine-1-carbonyl)piperidine-1-carbonyl]-4H-1,4-benzoxazin-3-one N1(CCCCC1)C(=O)C1CCN(CC1)C(=O)C=1C=CC2=C(NC(CO2)=O)C1